N[C@@H]([C@@H](C1=CC=CC=C1)NS(=O)(=O)C[C@@]12C(C[C@@H](CC1)C2(C)C)=O)C2=CC=CC=C2 N-[(1R,2R)-2-amino-1,2-diphenylethyl]-1-[(1S,4R)-7,7-dimethyl-2-oxonorbornan-1-yl]Methanesulfonamide